ClC1=CC=CC2=C1N(C(=N2)C)C2=CC=CC1=CC=CC=C21 (S)-7-Chloro-2-methyl-1-(naphthalene-1-yl)-1H-benzo[d]imidazole